FC=1C=C(NC2C(NC(CC2)=O)=O)C=C(C1N1CCN(CC1)CC1CC2(CC(C2)O)C1)F 3-[3,5-difluoro-4-[4-[(2-hydroxyspiro[3.3]heptan-6-yl)methyl]piperazin-1-yl]anilino]piperidine-2,6-dione